BrC(C(CO)[N+](=O)[O-])O bromo-2-nitro-1,3-propanediol